5-amino-4-(2-chloroethoxy)thiophene-2-carboxylic acid ethyl ester C(C)OC(=O)C=1SC(=C(C1)OCCCl)N